tert-butyl 3-[(5-bromo-2-nitrophenyl) amino]-3-methylpyrrolidine-1-carboxylate BrC=1C=CC(=C(C1)NC1(CN(CC1)C(=O)OC(C)(C)C)C)[N+](=O)[O-]